FC1=CC=C(C=C1)C1=NN(C(=C1)C(=O)O)CC(C(F)(F)F)O 3-(4-fluorophenyl)-1-(3,3,3-trifluoro-2-hydroxypropyl)-1H-pyrazole-5-carboxylic acid